1-(5-{[1-(6-aminopyrimidin-4-yl)imidazol-2-yl]amino}-4-methylpyridin-2-yl)propan-1-one NC1=CC(=NC=N1)N1C(=NC=C1)NC=1C(=CC(=NC1)C(CC)=O)C